7-amino-4,5,6-triethoxy-3-(5,6,7,8-tetrahydro-4-methoxy-6-methyl-1,3-dioxolo[4,5-g]isoquinolin-5-yl)phthalide NC=1C(=C(C(=C2C(OC(=O)C12)C1N(CCC=2C=C3C(=C(C12)OC)OCO3)C)OCC)OCC)OCC